NCC1=NN=C(S1)C=1N(C=2C=CC=C(C2C1)N[C@H]1[C@H](CN(CC1)C)F)CC(F)(F)F 2-(5-(aminomethyl)-1,3,4-thiadiazol-2-yl)-N-((3S,4R)-3-fluoro-1-methylpiperidin-4-yl)-1-(2,2,2-trifluoroethyl)-1H-indol-4-amine